ClC=1C(=CC2=C(N(C(N=C2N2C(CNCC2)C=C)=O)C=2C(=NC=CC2C)C(C)C)N1)F 7-Chloro-6-fluoro-1-(2-isopropyl-4-methylpyridin-3-yl)-4-(2-vinylpiperazin-1-yl)pyrido[2,3-d]pyrimidin-2(1H)-one